butylamine oxide C(CCC)[NH2]=O